2-fluoro-5-nitro-pyridine FC1=NC=C(C=C1)[N+](=O)[O-]